C1(CC1)N1C(=NC2=C1C=C(C(=C2)F)F)C2=CN=NC(=C2)SC 1-cyclopropyl-5,6-difluoro-2-(6-(methylthio)pyridazin-4-yl)-1H-benzo[d]imidazole